BrC1=CC2=C(C3=C1N=CO3)SC(=N2)N 4-bromothiazolo[5',4':3,4]benzo[1,2-d]oxazol-7-amine